N-((R)-1-(4-(8-(but-3-en-1-yloxy)imidazo[1,2-b]pyridazin-6-yl)-5-methoxypyridin-2-yl)ethyl)-N-ethyl-2-methylpropane-2-sulfinamide C(CC=C)OC=1C=2N(N=C(C1)C1=CC(=NC=C1OC)[C@@H](C)N(S(=O)C(C)(C)C)CC)C=CN2